N-(4-((3,5-bis(trifluoromethyl)benzyl)oxy)phenyl)-4-(4-phenylbutyl)piperazine-1-carboxamide FC(C=1C=C(COC2=CC=C(C=C2)NC(=O)N2CCN(CC2)CCCCC2=CC=CC=C2)C=C(C1)C(F)(F)F)(F)F